ICCC C1-iodopropane